FC(C(=O)O)(F)F.ClC1=CC2=C(N(C=N2)CC2(CCNCC2)C#N)C(=C1)C1=C2C(=NC=C1)C=C(S2)CN2C(C1C(C1C2=O)(C)C)=O 4-((5-Chloro-7-(2-((6,6-Dimethyl-2,4-dioxo-3-azabicyclo[3.1.0]hex-3-yl)methyl)thieno[3,2-b]pyridin-7-yl)-1H-benzo[d]imidazol-1-yl)methyl)piperidine-4-carbonitrile trifluoroacetate